NCC=1C=CC(=NC1)C1=C(C=C(C#N)C=C1)OC=1N(N=C(C1)C)C 4-[5-(aminomethyl)pyridin-2-yl]-3-(2,5-dimethylpyrazol-3-yl)oxybenzonitrile